methyl valinate N[C@@H](C(C)C)C(=O)OC